ClC1=CC=C(C=N1)N[C@H](C)C=1C=C(C=C2C(C(=C(OC12)C1=CC=C2C=NNC2=C1)C)=O)C 8-[(1R)-1-[(6-Chloro-3-pyridyl)amino]ethyl]-2-(1H-indazol-6-yl)-3,6-dimethyl-chromen-4-one